COCCC1(CCCCCC1)CO (1-(2-methoxyethyl)cycloheptyl)methanol